8-(6-amino-5-((2-amino-3-chloropyridin-4-yl)thio)pyrazin-2-yl)-2-cyclopropyl-8-azaspiro[4.5]dec-2-en-1-amine ethanesulfonate C(C)S(=O)(=O)O.NC1=C(N=CC(=N1)N1CCC2(CC=C(C2N)C2CC2)CC1)SC1=C(C(=NC=C1)N)Cl